FC1(C(N(C2=C(O1)C=C(C(=C2)C2=C(C(=C(C(=C2F)F)F)F)F)F)CC2CC(C2)CC(=O)OC)=O)F methyl 2-((1r,3r)-3-((2,2,7-trifluoro-3-oxo-6-(perfluorophenyl)-2,3-dihydro-4H-benzo[b][1,4]oxazin-4-yl)methyl)cyclobutyl)acetate